trans-2-(5-{[trans-4-(trifluoromethyl)cyclohexyl]methoxy}-3,4'-bipyridin-2'-yl)cyclopropanecarboxylic acid FC([C@@H]1CC[C@H](CC1)COC=1C=C(C=NC1)C1=CC(=NC=C1)[C@H]1[C@@H](C1)C(=O)O)(F)F